C(C)OC(CN1C(C2=C(C=CC=C2C1)NC=1C=C2C=CN(C2=CC1)C)=O)=O 2-[7-[(1-methylindol-5-yl)amino]-1-oxo-isoindolin-2-yl]acetic acid ethyl ester